4-(((1-(3-Amino-5-(trifluoromethyl)phenyl)ethyl)amino)-2,7-dimethylquinazolin-6-yl)pyridin-2(1H)-one NC=1C=C(C=C(C1)C(F)(F)F)C(C)NC1=NC(=NC2=CC(=C(C=C12)C1=CC(NC=C1)=O)C)C